S-tetrahydropyran-4-yl ethanethioate C(C)(SC1CCOCC1)=O